3-((3-fluoro-4-((2-(trifluoromethyl)pyrimidin-5-yl)oxy)benzyl)oxy)-7,8-dihydro-1H,6H,9H-6,8a-ethanopyrrolo[1',2':3,4]imidazo[1,2-c]pyrimidin-1-one FC=1C=C(COC=2C=C3N(C(N2)=O)CC24N3C(CC2)CC4)C=CC1OC=1C=NC(=NC1)C(F)(F)F